BrC=1C=CC2=C(N(C(=N2)C2=NC=C(C=C2)F)C)C1 6-bromo-2-(5-fluoropyridin-2-yl)-1-methyl-1H-benzo[d]imidazole